ClC1=C(C=CC=C1NC=1N=NC(=CC1)OCC(F)(F)F)[C@@]1(CC(N(C(N1)=N)[C@H]1C[C@H](OCC1)C)=O)C |o1:27,29| (6S)-6-(2-Chloro-3-{[6-(2,2,2-trifluoroethoxy)pyridazin-3-yl]-amino}phenyl)-2-imino-6-methyl-3-[(2R*,4R*)-2-methyl-tetrahydropyran-4-yl]-hexahydropyrimidin-4-one